N-(1-(4-bromothiophen-2-yl)ethylidene)-2-methylpropanesulfinamide BrC=1C=C(SC1)C(C)=NS(=O)CC(C)C